tetrakistriphenyl-phosphine palladium (0) [Pd].C1(=CC=CC=C1)P(C1=CC=CC=C1)C1=CC=CC=C1.C1(=CC=CC=C1)P(C1=CC=CC=C1)C1=CC=CC=C1.C1(=CC=CC=C1)P(C1=CC=CC=C1)C1=CC=CC=C1.C1(=CC=CC=C1)P(C1=CC=CC=C1)C1=CC=CC=C1